CC1N(C(=CC1=CO)C)C1=CC=CC=C1 2,5-dimethyl-3-hydroxymethylene-1-phenyl-1H-pyrrole